3-(2-(((S)-piperidin-3-yl)amino)-5-(trifluoromethyl)pyrimidine-4-yl)-1H-pyrrole N1C[C@H](CCC1)NC1=NC=C(C(=N1)C1=CNC=C1)C(F)(F)F